C[C@@H]1CSCC(N1)=O (5R)-5-methylthiomorpholin-3-one